N1=C(N=CC=C1)C1(CCC1)CO (1-(pyrimidin-2-yl)cyclobutyl)methanol